C(C(C)C)C(CC(=O)O)CN 3-isobutyl-γ-aminobutyric acid